C(CCCCCCCCCCCCC=CCC=CCCCCCCCCCC)(=O)O Octacosa-14,17-dienoic acid